IC=1C=C(C=CC1)N1N=CC=C1 (3-iodophenyl)-1H-pyrazole